[K].ClC1=NC(=CC(=N1)C(=O)O)C1=CC=C(C=C1)OC(F)(F)F 2-chloro-6-(4-trifluoromethoxyphenyl)pyrimidine-4-carboxylic acid potassium